tributyl-phosphine chloride salt [Cl-].C(CCC)P(CCCC)CCCC